4-nitrophenyl((2R,3R)-3-(pyridin-2-yldisulfaneyl)butan-2-yl) carbonate C(O[C@H](C)[C@@H](CC1=CC=C(C=C1)[N+](=O)[O-])SSC1=NC=CC=C1)([O-])=O